C12(CC1)COC1=C2C=CC=C1C(=O)O 2H-spiro[benzofuran-3,1'-cyclopropane]-7-carboxylic acid